Fmoc-D-Alaninol C(=O)(OCC1C2=CC=CC=C2C2=CC=CC=C12)N[C@H](C)CO